COC=1C=2C(N=C(C1)C1=CC3=CN(N=C3C=C1O)C)=CN(N2)C2CCNCC2 5-[7-methoxy-2-(4-piperidyl)pyrazolo[4,3-b]pyridin-5-yl]-2-methyl-indazol-6-ol